N4,6-dimethyl-N2-(7-piperazin-1-yl-2,3-dihydrobenzofuran-5-yl)pyrimidine-2,4-diamine CNC1=NC(=NC(=C1)C)NC=1C=C(C2=C(CCO2)C1)N1CCNCC1